3-acetyl-7-(N-(ethoxycarbonyl)acetylamino)-1,2-dimethyl-1H-indole-5-carboxylic acid methyl ester COC(=O)C=1C=C2C(=C(N(C2=C(C1)NC(CC(=O)OCC)=O)C)C)C(C)=O